N1CC(C1)OC=1C=CC(=C(C(=O)N[C@H](C)C=2C=C(C=CC2)C2=CC=C(S2)CN[C@@H]2C[C@@H](CC2)C(=O)OC(C)OC(C)=O)C1)C 1-acetoxyethyl (1R,3S)-3-(((5-(3-((R)-1-(5-(azetidin-3-yloxy)-2-methylbenzamido) ethyl)phenyl)thiophen-2-yl)methyl)amino)cyclopentane-1-carboxylate